4-(2-benzyloxy-6-bromo-phenyl)but-3-ynoxy-tert-butyl-dimethyl-silane C(C1=CC=CC=C1)OC1=C(C(=CC=C1)Br)C#CCCO[Si](C)(C)C(C)(C)C